CCCCCCCCCC(CCCCCCCCCCCC(=O)O)O[C@H]1[C@@H]([C@H]([C@@H]([C@H](O1)CO)O)O)O The molecule is a beta-D-glucoside consisting of docosanoic (behenic) acid having a beta-D-glucosyloxy group at position 13. It derives from a docosanoic acid. It is a conjugate acid of a 13-(beta-D-glucosyloxy)docosanoate.